(R)-1-methyl-N-(2-(1-methylpyrrolidin-2-yl)-1H-pyrrolo[3,2-c]pyridin-6-yl)-1H-pyrazolo[4,3-c]pyridine-6-carboxamide CN1N=CC=2C=NC(=CC21)C(=O)NC2=CC1=C(C=N2)C=C(N1)[C@@H]1N(CCC1)C